O.O=C(C(=O)[O-])CCC(=O)[O-].[Ca+2] calcium α-ketoglutarate mono-hydrate